[Li].OC1=C(C=CC=C1)O dihydroxybenzene lithium